C(C)C1=NC(=CC=C1N1CN(C2=CC=C(C=C2C1=O)C(F)(F)F)C1=C(C=C(C=C1)F)C)OC 3-(2-ethyl-6-methoxypyridin-3-yl)-1-(4-fluoro-2-methylphenyl)-6-(trifluoromethyl)-2,3-dihydroquinazolin-4(1H)-one